ClC=1C=C(C=CC1C=1N(C2=NC=NC(=C2N1)OC1(CC1)C)CC1=CC=C(C=C1)OC)CC(=O)N 2-(3-chloro-4-(9-(4-methoxybenzyl)-6-(1-methylcyclopropoxy)-9H-purin-8-yl)phenyl)acetamide